BrC1=CC(=C(N)C(=C1)C)OC1CC1 4-Bromo-2-cyclopropoxy-6-methylaniline